2-{2-[2-azidoethoxy]ethoxy}ethan-1-ol N(=[N+]=[N-])CCOCCOCCO